Ethyl 2-acetyl-5-methylnicotinate C(C)(=O)C1=C(C(=O)OCC)C=C(C=N1)C